2-(3-((2-bromo-6-chloro-1-(1-propyl-1H-pyrazol-4-yl)-7-fluoro-1H-indol-3-yl)thio)-2-fluorophenyl)-2-methylpropanoic acid BrC=1N(C2=C(C(=CC=C2C1SC=1C(=C(C=CC1)C(C(=O)O)(C)C)F)Cl)F)C=1C=NN(C1)CCC